1-aminoethyn NC#C